O=C(CCCCCC(=O)N)C(=O)N 7-oxooctanediamide